N1=CC=CC(=C1)C(=O)O 5-picolinic acid